C(C)OC=1C=C(C(=O)O)C=CC1C(=O)OCC 3-ethoxy-4-(ethoxycarbonyl)benzoic acid